bis(4-hydroxyphenyl)acetonitrile OC1=CC=C(C=C1)C(C#N)C1=CC=C(C=C1)O